COC1=C(C=C(C=C1)[N+](=O)[O-])C1=CC=NC=C1C(=O)O 4-(2-methoxy-5-nitrophenyl)nicotinic acid